Ethyl-4-amino-6'-(bis(4-methoxybenzyl)amino)-3-fluoro-4'-methyl-[2,2'-bipyridyl]-5-carboxylate C(C)OC(=O)C=1C(=C(C(=NC1)C1=NC(=CC(=C1)C)N(CC1=CC=C(C=C1)OC)CC1=CC=C(C=C1)OC)F)N